ClC1=C(C=C(C=C1)NC(=O)N1C2CC(CC1C2)C)[C@@H]2C[C@@H](C2)O cis-N-(4-chloro-3-(cis-3-hydroxycyclobutyl)phenyl)-3-methyl-6-azabicyclo[3.1.1]heptane-6-carboxamide